Bis[(9Z,12Z)-octadeca-9,12-dienyl]-2-[[2-(dimethylamino)acetyl]amino]pentanedioate C(CCCCCCC\C=C/C\C=C/CCCCC)OC(C(CCC(=O)OCCCCCCCC\C=C/C\C=C/CCCCC)NC(CN(C)C)=O)=O